ClC1=NNC2=CC=C(C(=C12)CC(=O)N1[C@H](C2=CC=CC(=C2C[C@@H]1CO)C(C)(C)O)C)Cl 2-(3,5-Dichloroindazol-4-yl)-1-[(1S,3R)-3-(hydroxymethyl)-5-(1-hydroxy-1-methylethyl)-1-methyl-3,4-dihydro-1H-isochinolin-2-yl]ethanon